C(#N)C=1C(=NC(=CN1)N1C[C@@H](CCC1)N1C(N(CC1)C)=O)NC=1C=C2CCN(CC2=CC1)C(=O)OC(C)(C)C Tert-butyl (R)-6-((3-cyano-6-(3-(3-methyl-2-oxoimidazolidin-1-yl)piperidin-1-yl)pyrazin-2-yl)amino)-3,4-dihydroisoquinoline-2(1H)-carboxylate